NC1=NN2C(C=C(C=C2)C=2C(=NC(=C(C(=O)NCC3=C(C(=CC=C3)F)CN3CCCC3)C2)OC)C)=N1 5-(2-amino-[1,2,4]triazolo[1,5-a]pyridin-7-yl)-N-(3-fluoro-2-(pyrrolidin-1-ylmethyl)benzyl)-2-methoxy-6-methylnicotinamide